C(C)(=O)N1CC(CC1)OC=1N=CC(=NC1OC)C1=CNC2=C(C=CC=C12)C#N 3-(5-((1-acetylpyrrolidin-3-yl)oxy)-6-methoxypyrazin-2-yl)-1H-indole-7-carbonitrile